ClC1=CC2=C(OC(CN2S(=O)(=O)CCOCC)C(=O)O)C=C1 6-chloro-4-((2-ethoxyethyl)sulfonyl)-3,4-dihydro-2H-benzo[b][1,4]oxazine-2-carboxylic acid